CNC(=O)C1=C(C=C(C(=O)O)C=C1)F 4-(methylcarbamoyl)-3-fluorobenzoic acid